CN(CCCN(C)CC=1C=C(OCC(CN2CCN(CC2)CC)O)C=CC1)C 1-(3-{[[3-(dimethylamino)propyl](methyl)amino]methyl}phenoxy)-3-(4-ethyl-1-piperazinyl)-2-propanol